C(C1=CC=C(C=C1)OC)(=O)CC(=O)[O-] anisoylacetate